BrC1=C(C(=O)O)C=C(C=C1F)O bromo-3-fluoro-5-hydroxybenzoic acid